Ethyl 2-bromo-4-(2-chlorophenyl)-1,3-thiazole-5-carboxylate BrC=1SC(=C(N1)C1=C(C=CC=C1)Cl)C(=O)OCC